(3-(4-(6-fluorobenzo[d]isoxazol-3-yl)piperidin-1-yl)propoxy)-6-methyl-5,6-dihydro-1H-pyrrolo[3,2,1-ij]quinolin-4(2H)-one FC1=CC2=C(C(=NO2)C2CCN(CC2)CCCOC2CN3C(CC(C4=CC=CC2=C34)C)=O)C=C1